N1(CCC1)C(=O)C=1C=C2C=NN(C2=C(C1)OC1=CC=C(C=C1)OCCOC1CCOCC1)C Azetidin-1-yl-[1-methyl-7-[4-(2-tetrahydropyran-4-yloxyethoxy)phenoxy]indazol-5-yl]methanone